FC1(CC2(N=C3N(C4=CC=C(C=C4C(N3CC=3C=NN(C3)C)=O)S(=O)(=O)NC3(CC3)C)C2)C1)F 3,3-difluoro-4'-((1-methyl-1H-pyrazol-4-yl)methyl)-N-(1-methylcyclopropyl)-5'-oxo-4',5'-dihydro-1'H-spiro[cyclobutane-1,2'-imidazo[1,2-a]quinazoline]-7'-sulfonamide